2-(4-ethyl-6-methylpyrazolo[1,5-a]pyrazin-2-yl)-7-[(3S)-3-methylpiperazin-1-yl]-4H-pyrido[1,2-a]pyrimidin-4-one C(C)C=1C=2N(C=C(N1)C)N=C(C2)C=2N=C1N(C(C2)=O)C=C(C=C1)N1C[C@@H](NCC1)C